2-(thiazol-4-yl)acetamide tert-butyl-2-(1-(4-bromothiophen-2-yl)cyclopropyl)-4-oxo-3,4,5,7,8,9-hexahydro-6H-pyrimido[5,4-c]azepine-6-carboxylate C(C)(C)(C)OC(=O)N1CC2=C(CCC1)N=C(NC2=O)C2(CC2)C=2SC=C(C2)Br.S2C=NC(=C2)CC(=O)N